N1C=NC2=C1C=CC(=C2)N2C(NCC2C2=CC(=CC=C2)C2=CC(=CC=C2)Cl)=O 1-(1H-benzo[d]imidazol-5-yl)-5-[3-(3-chlorophenyl)phenyl]imidazolidin-2-one